dimethyl-n-propyl-amine CN(CCC)C